sodium butyrolactone salt C1(CCCO1)=O.[Na]